OCC1(CCOCCC1)NC(OC(C)(C)C)=O tert-butyl (4-(hydroxymethyl)oxepan-4-yl)carbamate